(5-benzyloxy-3-pyridyl)methanamine C(C1=CC=CC=C1)OC=1C=C(C=NC1)CN